BrC=1C=C(C(=C(N)C1)C)C(F)(F)F 5-bromo-2-methyl-3-(trifluoromethyl)aniline